CC=1C(=NC=C(N1)C=1N=NN(C1CNC(=O)OC[C@H](CC)C)C)O[C@@H]1C[C@H](CCC1)C(=O)O (1S,3S)-3-((3-methyl-5-(1-methyl-5-(((((S)-2-methylbutoxy)carbonyl)amino)methyl)-1H-1,2,3-triazol-4-yl)pyrazin-2-yl)oxy)cyclohexane-1-carboxylic acid